SYRINGATE C(C1=CC(OC)=C(O)C(OC)=C1)(=O)[O-]